N-(((2S,5R)-5-((3-(2-fluoro-4-(2-fluorophenoxy)benzoyl)-5-methoxy-1H-pyrrolo[2,3-b]pyridin-4-yl)amino)tetrahydro-2H-pyran-2-yl)methyl)acetamide FC1=C(C(=O)C2=CNC3=NC=C(C(=C32)N[C@@H]3CC[C@H](OC3)CNC(C)=O)OC)C=CC(=C1)OC1=C(C=CC=C1)F